CC1NCC(NC1C)C 2,3,5-trimethyl-piperazine